CC1=CC=C(C=C1)S(=O)(=O)OC[C@H]1[C@H](C[C@]2(CCCN12)CO)CO ((2S,3R,7aR)-2,7a-bis(hydroxymethyl)hexahydro-1H-pyrrolizin-3-yl)methyl 4-methylbenzenesulfonate